acetyl-pyrazine C(C)(=O)C1=NC=CN=C1